O[C@H]1[C@@H](O)[C@@H](O)[C@H](O)[C@H](O1)C(=O)O β-mannuronic acid